N-(4-(((R)-1-hydroxy-4-methylpentan-2-yl)amino)-6-((R*)-2-(6-methoxy-5-methylpyridin-3-yl)propyl)-1,3,5-triazin-2-yl)methanesulfonamide OC[C@@H](CC(C)C)NC1=NC(=NC(=N1)C[C@@H](C)C=1C=NC(=C(C1)C)OC)NS(=O)(=O)C |o1:15|